COC=1C(=CC(=C(C1)N1CCN(CC1)C[C@H]1CNCC1)C=1C=NN(C1)C)[N+](=O)[O-] (R)-1-(5-methoxy-2-(1-methyl-1H-pyrazol-4-yl)-4-nitrophenyl)-4-(pyrrolidine-3-ylmethyl)piperazine